C1(CC1)S(=O)(=O)N1N=CC(=C1)C1=NC=CC(=N1)NC1=CC(=C(C=N1)C1=NC=C(C=C1OC)F)NC1CCC(CC1)(O)C (1s,4s)-4-((6'-((2-(1-(Cyclopropylsulfonyl)-1H-pyrazol-4-yl)pyrimidin-4-yl)amino)-5-fluoro-3-methoxy-[2,3'-bipyridin]-4'-yl)amino)-1-methylcyclohexan-1-ol